BrC1=C(C=C2C(=NC(=NC2=C1)C)Cl)OC1COCC1 7-bromo-4-chloro-2-methyl-6-((tetrahydrofuran-3-yl)oxy)quinazoline